tert-butyl 2-(chloromethyl)-5-methyl-1H-1,3-benzodiazole-1-carboxylate ClCC1=NC2=C(N1C(=O)OC(C)(C)C)C=CC(=C2)C